C(C)(C)(C)C=1N=C2N3CCC[C@H](CCC(NC=4C=CC=C(S(NC(C2=CC1)=O)(=O)=O)N4)C4=NC=CC(=C4)C(C)(C)C)C3 (20R)-4-tert-Butyl-17-(4-tert-butylpyridin-2-yl)-10λ6-thia-1,3,9,16,25-pentaazatetracyclo[18.3.1.111,15.02,7]pentacosa-2,4,6,11,13,15(25)-hexaene-8,10,10-trione